BrC1=NC=CC(=C1)NC(=S)NC(OCC)=O ethyl N-[(2-bromo-4-pyridyl)carbamothioyl]carbamate